ClC1=CC(=C(C=C1)N1C(N(C(C1)C#N)C1=CN=CC2=CC=CC=C12)=O)OC 1-(4-chloro-2-methoxyphenyl)-3-(isoquinolin-4-yl)-2-oxoimidazoline-4-carbonitrile